[[1-(hydroxymethyl)cyclobutyl]methyl](methyl)azanium hydrochloride Cl.OCC1(CCC1)C[NH2+]C